OCCCCC[C@]12C[C@H](N([C@@H]2C1)C(=O)OC(C)(C)C)C(=O)OCC1=CC=CC=C1 (1R,3S,5R)-3-Benzyl 2-tert-Butyl 5-(5-Hydroxypentyl)-2-azabicyclo[3.1.0]hexane-2,3-dicarboxylate